2-cyclobutyl-N-(5-(6-(4-(ethylsulfonyl)-3-methoxyphenyl)pyrazin-2-yl)thiophen-3-yl)acetamide C1(CCC1)CC(=O)NC1=CSC(=C1)C1=NC(=CN=C1)C1=CC(=C(C=C1)S(=O)(=O)CC)OC